C1(CCCCCCCCCCCCCCCC1)OB(O)O cycloheptadecyl-boric acid